((5,7-dihydroxy-2-(4-hydroxyphenyl)-4-oxo-4H-chromen-8-yl)methyl)piperidine-4-carboxylic acid methyl ester COC(=O)C1CCN(CC1)CC=1C(=CC(=C2C(C=C(OC12)C1=CC=C(C=C1)O)=O)O)O